C1(=CC=CC2=CC=CC=C12)C1=NNC2=C1C=CC=C2 naphthyl-benzodiazole